[4-(6-{5-[3-Fluoro-5-(trifluoromethyl)phenyl]-7-[{[1-(methoxymethyl)cyclobutyl]methyl}(methyl)amino]-1H-imidazo[4,5-b]pyridin-2-yl}pyridin-3-yl)-1,4-diazepan-1-yl]acetic acid FC=1C=C(C=C(C1)C(F)(F)F)C1=CC(=C2C(=N1)N=C(N2)C2=CC=C(C=N2)N2CCN(CCC2)CC(=O)O)N(C)CC2(CCC2)COC